3-(1-methylcyclobutane-1-carbonyl)benzoic acid CC1(CCC1)C(=O)C=1C=C(C(=O)O)C=CC1